2-(7-chloro-1,3-benzoxazol-2-yl)-5-[2-(4-chloro-3-fluorophenoxy)acetamido]piperidine-1-carboxylate ClC1=CC=CC=2N=C(OC21)C2N(CC(CC2)NC(COC2=CC(=C(C=C2)Cl)F)=O)C(=O)[O-]